C(C)(=O)N1CC(C1)(C(F)F)NS(=O)C(C)(C)C N-(1-acetyl-3-(difluoromethyl)azetidin-3-yl)-2-methylpropane-2-sulfinamide